ethyl 2-(3-chloro-2-pyridyl)-5-[[4-(trifluoromethyl)triazol-1-yl]methyl]pyrazole-3-carboxylate ClC=1C(=NC=CC1)N1N=C(C=C1C(=O)OCC)CN1N=NC(=C1)C(F)(F)F